C(C)(C)OC([C@@H](NC(CCCCCCCCCCCCCCCCC)=O)C)=O N-stearoyl-alanine isopropyl ester